FCC(COC1=CC2=C(N=C(S2)\C=C\C#CC=2C=NC(=CC2)NC)C=C1)O (E)-1-fluoro-3-(2-(4-(6-(methylamino)pyridin-3-yl)but-1-en-3-ynyl)benzo[d]thiazol-6-yloxy)propan-2-ol